C12(C3C4C5C3C1C5C24)CN2CCC(CC2)CCNC(=O)N2[C@@H](CN(C[C@@H]2C)C2=NC=C(C=N2)C#N)C (2R,6S)-N-{2-[1-(cuban-1-ylmethyl)piperidin-4-yl]ethyl}-4-(5-cyanopyrimidin-2-yl)-2,6-dimethylpiperazine-1-carboxamide